N-(1-Cyclopropyl-2,2,2-trifluoroethyl)-5-(1-methyl-1H-pyrazol-3-yl)-6-[4-(trifluoromethyl)phenoxy]pyridine-3-carboxamide C1(CC1)C(C(F)(F)F)NC(=O)C=1C=NC(=C(C1)C1=NN(C=C1)C)OC1=CC=C(C=C1)C(F)(F)F